C1(CC1)N1N=C(N=C1)C1=C(C(=CC(=C1)F)[N+](=O)[O-])OC 1-cyclopropyl-3-(5-fluoro-2-methoxy-3-nitrophenyl)-1H-1,2,4-triazole